4-((R)-3-(dimethylamino)-3-(((S)-6-(trifluoromethyl)-2,3-dihydro-1H-inden-1-yl)methyl)piperidin-1-yl)-2,6-difluoro-N-(pyrimidin-4-yl)benzenesulfonamide CN([C@@]1(CN(CCC1)C1=CC(=C(C(=C1)F)S(=O)(=O)NC1=NC=NC=C1)F)C[C@@H]1CCC2=CC=C(C=C12)C(F)(F)F)C